C(=C)C1=CC=C(CN2N=C(N=N2)C2=C(C=CC=C2)C=2N=NNN2)C=C1 2-(4-vinylbenzyl)-5,5'-(1,2-phenylene)bis(2H-tetrazole)